C(C)(C)(C)[Si](OC[C@H]1N(C[C@@H](C1)OP(=O)(OC1=CC=CC=C1)OC1=CC=CC=C1)C(=O)OC(C)(C)C)(C)C (2S,4R)-tert-Butyl 2-((tert-butyldimethyl-silyloxy)methyl)-4-(diphenoxyphosphoryloxy)pyrrolidine-1-carboxylate